methyl (S)-8-(5-chloro-3-fluoropyridin-2-yl)-6,9-dioxo-5-(1-(4-(trifluoromethyl)phenyl)ethyl)-2,5,8-triazaspiro[3.5]nonane-2-carboxylate ClC=1C=C(C(=NC1)N1CC(N(C2(CN(C2)C(=O)OC)C1=O)[C@@H](C)C1=CC=C(C=C1)C(F)(F)F)=O)F